ethyl 2-[(2-chloropyridin-3-yl)oxy]acetate ClC1=NC=CC=C1OCC(=O)OCC